5-Amino-3-[4-[2-[[3-(3,3-dimethylcyclobutyl)isoxazol-5-yl]amino]-2-oxo-ethyl]-2-fluoro-phenyl]-1-isopropyl-pyrazole-4-carboxamide NC1=C(C(=NN1C(C)C)C1=C(C=C(C=C1)CC(=O)NC1=CC(=NO1)C1CC(C1)(C)C)F)C(=O)N